3-cyano-2,6-difluorobenzoic acid C(#N)C=1C(=C(C(=O)O)C(=CC1)F)F